3-(5-Chloro-2-{[(3S)-3-(morpholin-4-ylmethyl)-3,4-dihydroisoquinolin-2(1H)-yl]carbonyl}phenyl)-N-(4-chlorophenyl)-N-(2-cyanobenzyl)-5,6,7,8-tetrahydroindolizine-1-carboxamide ClC=1C=CC(=C(C1)C1=CC(=C2CCCCN12)C(=O)N(CC1=C(C=CC=C1)C#N)C1=CC=C(C=C1)Cl)C(=O)N1CC2=CC=CC=C2C[C@H]1CN1CCOCC1